2,5,5-trifluoro-3-(difluoromethyl)sulfolane FC1S(=O)(=O)C(CC1C(F)F)(F)F